N-(1-(tert-butyl)-1H-pyrazol-4-yl)-2-(4-((6-(tert-butylsulfonyl)-7-methoxyquinazolin-4-yl)oxy)-2-fluorophenyl)acetamide C(C)(C)(C)N1N=CC(=C1)NC(CC1=C(C=C(C=C1)OC1=NC=NC2=CC(=C(C=C12)S(=O)(=O)C(C)(C)C)OC)F)=O